(S)-6-methoxy-N-(1-methoxypropan-2-yl)-8-(4-(2,2,2-trifluoroethyl)piperidin-1-yl)quinoline-3-carboxamide COC=1C=C2C=C(C=NC2=C(C1)N1CCC(CC1)CC(F)(F)F)C(=O)N[C@H](COC)C